1-benzyl-6-(3,5-dimethylisoxazol-4-yl)-2-methyl-1H-benzo[d]imidazole-4-carbonitrile C(C1=CC=CC=C1)N1C(=NC2=C1C=C(C=C2C#N)C=2C(=NOC2C)C)C